ClC1=C(C=C2C(=C(N(C2=C1F)C)C1=NC(=NN1)[C@H](COC)N(C)C)C=1C=NNC1)OC (R)-1-(5-(6-chloro-7-fluoro-5-methoxy-1-methyl-3-(1H-pyrazol-4-yl)-1H-indol-2-yl)-1H-1,2,4-triazol-3-yl)-2-methoxy-N,N-dimethylethan-1-amine